C(C)(C)(C)N[C@@H](C)C(=O)O t-Butyl-Alanine